FC(C1=NC=CC(=C1)C1=C(NC2=NC=C(C=C21)C2=CC=C(CN1CC(CCC1)O)C=C2)COC)F 1-(4-(3-(2-(difluoromethyl)pyridin-4-yl)-2-(methoxymethyl)-1H-pyrrolo[2,3-b]pyridin-5-yl)benzyl)piperidin-3-ol